8-bromo-1-methyl-4-[4-(5-methyl-1,3-benzooxazol-2-yl)piperidin-1-yl]-2-oxo-1,2-dihydroquinolin-3-carbonitrile BrC=1C=CC=C2C(=C(C(N(C12)C)=O)C#N)N1CCC(CC1)C=1OC2=C(N1)C=C(C=C2)C